2-(6,7-dibromo-2,3-dihydro-1,4-benzodioxin-2-yl)-4,5-dihydro-1H-imidazole BrC1=CC2=C(OC(CO2)C=2NCCN2)C=C1Br